2,5-bis(5-tert-butyl-benzoxazol-2-yl)thiophene C(C)(C)(C)C=1C=CC2=C(N=C(O2)C=2SC(=CC2)C=2OC3=C(N2)C=C(C=C3)C(C)(C)C)C1